dibromopyrimidine ethyl-1,4-dioxaspiro[4.5]decane-8-carboxylate C(C)OC(=O)C1CCC2(OCCO2)CC1.BrC1=CC(=NC=N1)Br